C1(CCCC1)N1C(=CC2=C1N=C(N=C2)NC2=NC=C(C=C2)N2CCN(CC2)C2CNCCC2)C(=O)N(C)C 7-cyclopentyl-N,N-dimethyl-2-[[5-[4-(3-piperidinyl)piperazin-1-yl]-2-pyridinyl]amino]pyrrolo[2,3-d]pyrimidine-6-carboxamide